COC=1C=C(C(=O)NCCNC(OC(C)(C)C)=O)C=C(C1OCC#C)OC tert-butyl (2-(3,5-dimethoxy-4-(prop-2-yn-1-yloxy)benzamido)ethyl)carbamate